C(C1=CC=CC=C1)NC(=O)C1=CC=2C(=NC=C(C2)C2=CC=C(C=C2)S(=O)(=O)C(C)C)N1 N-benzyl-5-[4-(propane-2-sulfonyl)phenyl]-1H-pyrrolo[2,3-b]pyridine-2-carboxamide